(R)-N-(2-(furo[3,2-c]pyridin-4-yl)propan-2-yl)-2-(1-methylpiperidin-2-yl)acetamide O1C=CC=2C(=NC=CC21)C(C)(C)NC(C[C@@H]2N(CCCC2)C)=O